(1S,3R)-3-(3-{[(2-methoxypyridin-4-yl)acetyl]amino}-1H-pyrazol-5-yl)cyclopentyl[(2S)-tetrahydrofuran-2-ylmethyl]carbamate COC1=NC=CC(=C1)CC(=O)NC1=NNC(=C1)[C@H]1C[C@H](CC1)N(C([O-])=O)C[C@H]1OCCC1